bistetradecylammonium tetrakis(pentafluorophenyl)borate FC1=C(C(=C(C(=C1[B-](C1=C(C(=C(C(=C1F)F)F)F)F)(C1=C(C(=C(C(=C1F)F)F)F)F)C1=C(C(=C(C(=C1F)F)F)F)F)F)F)F)F.C(CCCCCCCCCCCCC)[NH2+]CCCCCCCCCCCCCC